NC1=CC=C(CNC(N(C)C)=N)C=C1 3-(4-aminobenzyl)-1,1-dimethyl-guanidine